FC1=C(C(=CC(=C1)N1CCN(CC1)CCC(C)C)O)N1CC(NS1(=O)=O)=O 5-[2-fluoro-6-hydroxy-4-(4-isopentylpiperazin-1-yl)phenyl]-1,1-dioxo-1,2,5-thiadiazolidin-3-one